C(C)S(=O)(=O)C1=CC(=C(C=C1)NCC#CC=1N(C=2C=CC=C(C2C1)NC1CCC(CC1)N1CC2(C1)CCOCC2)CC(F)(F)F)OC 2-(3-{[4-(ethane-sulfonyl)-2-methoxy-phenyl]amino}prop-1-yn-1-yl)-N-[(1R,4R)-4-{7-oxa-2-azaspiro[3.5]nonan-2-yl}cyclohexyl]-1-(2,2,2-trifluoroethyl)-1H-indol-4-amine